N-(5-(3-(2-fluoro-4-((4-(trifluoromethyl)phenyl)thio)phenyl)ureido)-2-hydroxyphenyl)methanesulfonamide FC1=C(C=CC(=C1)SC1=CC=C(C=C1)C(F)(F)F)NC(NC=1C=CC(=C(C1)NS(=O)(=O)C)O)=O